4-(3-chloro-5-(9,9-dimethyl-9H-fluoren-2-yl)phenyl)dibenzo[b,d]thiophene ClC=1C=C(C=C(C1)C1=CC=2C(C3=CC=CC=C3C2C=C1)(C)C)C1=CC=CC2=C1SC1=C2C=CC=C1